OC1=C(C=C(C(=C1)O)C1=C(C=CC=C1)C(C)C)C1=C(C(=NO1)C(=O)NCC)C1=CC=C(C=C1)CN1CCOCC1 5-(4,6-Dihydroxy-2'-isopropyl-[1,1'-biphenyl]-3-yl)-N-ethyl-4-(4-(morpholinomethyl)phenyl)isoxazole-3-carboxamide